(R)-Pyrrolidine-3-carboxamide N1C[C@@H](CC1)C(=O)N